(4aS,8aR)-4-(6-chloropyridazin-3-yl)-6-methyl-3,4a,5,7,8,8a-hexahydro-2H-pyrido[4,3-b][1,4]oxazine ClC1=CC=C(N=N1)N1[C@@H]2[C@H](OCC1)CCN(C2)C